3-Bromo-5-(2',3,5,6'-tetrafluoro[1,1'-biphenyl]-2-yl)-4,5-dihydro-1,2-oxazole Sodium hydrogen carbonate C(O)([O-])=O.[Na+].BrC1=NOC(C1)C1=C(C=C(C=C1F)F)C1=C(C=CC=C1F)F